methyl (2S,4R)-4-(difluoromethoxy)-1-((4-(4-(difluoromethyl) phenoxy)benzoyl)glycyl)pyrrolidine-2-carboxylate FC(O[C@@H]1C[C@H](N(C1)C(CNC(C1=CC=C(C=C1)OC1=CC=C(C=C1)C(F)F)=O)=O)C(=O)OC)F